(S)-1-(3-(benzothien-3-yl)-2-(dimethylamino)propyl)-3-(3-methoxybenzyl)urea S1C=C(C2=C1C=CC=C2)C[C@@H](CNC(=O)NCC2=CC(=CC=C2)OC)N(C)C